N-({3-nitro-4-[(2,2,2-trifluoroethyl)amino]phenyl}sulfonyl)-2-(1H-pyrrolo[2,3-b]pyridin-5-yloxy)benzamide [N+](=O)([O-])C=1C=C(C=CC1NCC(F)(F)F)S(=O)(=O)NC(C1=C(C=CC=C1)OC=1C=C2C(=NC1)NC=C2)=O